molybdenum-hafnium oxide [O-2].[Hf+4].[Mo+4].[O-2].[O-2].[O-2]